4,5-difluoro-6-methyl-N-[(1S,2S,3S,5R)-2,6,6-trimethylnorborn-3-yl]-1H-pyrrolo[2,3-b]pyridine-2-carboxamide FC1=C2C(=NC(=C1F)C)NC(=C2)C(=O)N[C@@H]2[C@H]([C@H]1C(CC2C1)(C)C)C